ClN1C(=C(C2=CC(=CC(=C12)F)OC)C=1C=NNC1)C1=NNC(=N1)F chloro-7-fluoro-2-(5-fluoro-1H-1,2,4-triazol-3-yl)-5-methoxy-3-(1H-pyrazol-4-yl)-1H-indole